F[B-](F)(F)F.C[S+](CC(=O)C1=CC=CC=C1)C dimethylphenacylsulfonium tetrafluoroborate